Tert-butyl (2S,4R)-4-hydroxy-2-[[4-(4-methyl-1,3-thiazol-5-yl)phenoxy]carbamoyl]pyrrolidine-1-carboxylate O[C@@H]1C[C@H](N(C1)C(=O)OC(C)(C)C)C(NOC1=CC=C(C=C1)C1=C(N=CS1)C)=O